6',8'-dibromospiro[Cyclopropane-1,3'-isochroman] 3,3-Difluoro-4-Phenylbutyl-4-Methylbenzene-1-Sulfonate FC(CCOS(=O)(=O)C1=CC=C(C=C1)C)(CC1=CC=CC=C1)F.BrC=1C=C2CC3(OCC2=C(C1)Br)CC3